Tert-butyl 3-oxo-8-azaspiro[4.5]dec-1-ene-8-carboxylate O=C1C=CC2(C1)CCN(CC2)C(=O)OC(C)(C)C